3α-ethynyl-3β-hydroxy-androstan-17-one C(#C)[C@]1(CC2CC[C@H]3[C@@H]4CCC([C@@]4(C)CC[C@@H]3[C@]2(CC1)C)=O)O